CN(C(ON1C(NC(C(=C1)F)=O)=O)=O)CCCCCCCCCCCCCCCC (5-fluoro-2,4-dioxo-3,4-dihydropyrimidin-1(2H)-yl) methyl-n-hexadecylcarbamate